(R)-4-cyclopropyl-6,7-dihydro-4H-pyrazolo[5,1-C][1,4]oxazine-2-sulfonamide C1(CC1)[C@H]1OCCN2C1=CC(=N2)S(=O)(=O)N